(3S)-3-[(1R)-1-[4-[(2-cyclopropyl-6-methyl-4-pyridinyl)oxymethyl]phenyl]ethyl]-3-methyl-pyrrolidine-2,5-dione hydrobromide Br.C1(CC1)C1=NC(=CC(=C1)OCC1=CC=C(C=C1)[C@@H](C)[C@]1(C(NC(C1)=O)=O)C)C